ClC1=CC=C(C=C1)[S+](C1=CC=C(C=C1)C)C1=CC=C(C=C1)Cl bis(4-chlorophenyl)-4-tolylsulfonium